(5aS,6R,11bS)-14-(cyclopropylmethyl)-10-methoxy-4-methyl-2,3,4,5,6,7-hexahydro-6,11b-(epiminoethano)naphtho[1,2-d]Azepin-5a(1H)-ol C1(CC1)CN1CC[C@]23CCNC(C[C@]2([C@H]1CC1=CC=C(C=C13)OC)O)C